(2RS,4aSR,9bSR)-2,4a-dimethyl-4,4a,5,9b-tetrahydroindeno[1,2-d][1,3]dioxin C[C@@H]1OC[C@]2([C@@H](O1)C1=CC=CC=C1C2)C |r|